C(C=C)(=O)N1CC2=CC=CC(=C2CC1)C1=C2C(=C(NC2=C(C(=C1)F)C(=O)N)C)C 4-(2-acryloyl-1,2,3,4-tetrahydroisoquinolin-5-yl)-6-fluoro-2,3-dimethyl-1H-indole-7-carboxamide